NC1=CC=C(C(=C1C#CCNC(OC(C)(C)C)=O)F)F tert-butyl (3-(6-amino-2,3-difluoro-phenyl) prop-2-yn-1-yl)-carbamate